ethyl 3-[[6-cyano-5-(trifluoromethyl)-pyridin-3-yl]amino]-3-oxopropanoate C(#N)C1=C(C=C(C=N1)NC(CC(=O)OCC)=O)C(F)(F)F